CS(=O)C1=CC=C(C2=C1N=CO2)C=2SC=CN2 4-(methylsulfinyl)-7-(thiazol-2-yl)benzo[d]oxazole